3-methoxy-4-((4-((2'-methyl-3'-oxospiro[cyclopropane-1,1'-isoindoline]-4'-yl)oxy)-5-(trifluoromethyl)pyrimidin-2-yl)amino)-N-(piperidin-4-yl)benzamide COC=1C=C(C(=O)NC2CCNCC2)C=CC1NC1=NC=C(C(=N1)OC1=C2C(N(C3(C2=CC=C1)CC3)C)=O)C(F)(F)F